C(C)(C)NCC1CN(C1)C(=O)C1=CC2=CC=CC(=C2C=C1)OC1=CC=C(C=C1)C(F)(F)F (3-((Isopropylamino)methyl)azetidin-1-yl)(5-(4-(trifluoromethyl)phenoxy)naphthalen-2-yl)methanone